FC=1C=CC(=C(C(=O)N2[C@@H](COCC2)C)C1)C=1C=2N(C=C(C1)C1CN(C1)[C@H](CO[C@@H]1CNCC1)C(C)C)C(=NC2F)C (3R)-4-[5-fluoro-2-(1-fluoro-3-methyl-6-{1-[(2S)-3-methyl-1-[(3S)-pyrrolidin-3-yloxy]butan-2-yl]azetidin-3-yl}imidazo[1,5-a]pyridin-8-yl)benzoyl]-3-methylmorpholine